4-(2-amino-6-(4-fluorophenyl)pyrimidin-4-yl)-1-benzyl-pyridin-2(1H)-one NC1=NC(=CC(=N1)C1=CC(N(C=C1)CC1=CC=CC=C1)=O)C1=CC=C(C=C1)F